N-[5-[1-(5-cyano-1,3-thiazol-2-yl)-3,6-dihydro-2H-pyridin-4-yl]-4-fluoro-2-[rac-(3R,5S)-3,4,5-trimethylpiperazin-1-yl]phenyl]-6-oxo-4-(trifluoromethyl)-1H-pyridine-3-carboxamide C(#N)C1=CN=C(S1)N1CCC(=CC1)C=1C(=CC(=C(C1)NC(=O)C1=CNC(C=C1C(F)(F)F)=O)N1C[C@H](N([C@H](C1)C)C)C)F |r|